C1(CC1)NS(=O)(=O)C1=CC(=NC=C1OCC1CCNCC1)CN1CC2=CC=CC=C2C1 N-cyclopropyl-2-(isoindolin-2-ylmethyl)-5-(piperidin-4-ylmethoxy)pyridine-4-sulfonamide